5-{2-amino-[1,2,4]triazolo[1,5-a]pyridin-7-yl}-N-{[2-(cyclopentyloxy)-6-fluorophenyl]methyl}-2-methoxy-6-methylpyridine-3-carboxamide NC1=NN2C(C=C(C=C2)C=2C=C(C(=NC2C)OC)C(=O)NCC2=C(C=CC=C2F)OC2CCCC2)=N1